1-(6,7-DIFLUORO-3-(4-(METHYLSULFONYL)PIPERIDINE-1-CARBONYL)QUINOLIN-4-YL)-4-METHYLPIPERIDINE-4-CARBONITRILE FC=1C=C2C(=C(C=NC2=CC1F)C(=O)N1CCC(CC1)S(=O)(=O)C)N1CCC(CC1)(C#N)C